monofluoro-dichloro-s-triazine FC1=NC(=NC(=N1)Cl)Cl